O1C(NC2=C1C=CC(=C2)NC2=NC(=NC=C2C)NC=2C=CC(=NC2)NC2CCN(CC2)C)=O N4-(benzo[d]oxazol-2(3H)-on-5-yl)-N2-[2-(1-methylpiperidin-4-yl)aminopyridin-5-yl]-5-methylpyrimidine-2,4-diamine